FC(OC1=CC2=CC=CC=C2C(=C1)B(O)O)(F)F 2-(TRIFLUOROMETHOXY)NAPHTHALENE-4-BORONIC ACID